C1(C=CC2=CC=CC=C12)[Si](C1=CC(C2=CC=3CCCC3C=C12)C(C)CCC)(C)C (1H-inden-1-yl)dimethyl-(3-(pentan-2-yl)-3,5,6,7-tetrahydro-s-indacen-1-yl)silane